[2-(aminomethyl)-3,3-difluoro-allyl]-4-[[5-(1-ethylpyrazol-4-yl)-2-thienyl]methyl]-1,2,4-triazol-3-one trifluoroacetate salt FC(C(=O)O)(F)F.NCC(CC=1N(C(NN1)=O)CC=1SC(=CC1)C=1C=NN(C1)CC)=C(F)F